ClC=1N=C(N2C1C(=CC(=C2)S(=O)(=O)NC2(CC2)CF)Cl)C=2SC(=NN2)C(F)F 1,8-dichloro-3-[5-(difluoromethyl)-1,3,4-thiadiazol-2-yl]-N-[1-(fluoromethyl)cyclopropyl]imidazo[1,5-a]pyridine-6-sulfonamide